(3-chloropyridin-4-yl)(imino)(methyl)-lambda6-sulfanone ClC=1C=NC=CC1S(=O)(C)=N